CC=1C(=NC=C(C1)C)N[C@H]1C[C@@H](N(C1)C(=O)C1=CC=C(C=C1)[C@@]1(C(NC(N1)=O)=O)C(C)C)C (R)-5-{4-[(2S,4S)-4-(3,5-dimethylpyridin-2-ylamino)-2-methylpyrrolidine-1-carbonyl]phenyl}-5-isopropylimidazolidine-2,4-dione